[Cl-].CN(C1CCNCC1)C N,N-dimethylpiperidin-4-amine chloride